C(C)(C)=C(C(C(=O)[O-])O)C(C)C 3-isopropylidene-3-isopropyl-lactate